(R)-2-(5-Fluoropyridin-2-yl)-6-methyl-3-(3-methyl-1H-pyrazolo[3,4-b]pyridin-4-yl)-6-(trifluoromethyl)-6,7-dihydro-4H-pyrazolo[5,1-c][1,4]oxazine FC=1C=CC(=NC1)C1=NN2C(CO[C@](C2)(C(F)(F)F)C)=C1C1=C2C(=NC=C1)NN=C2C